(R)-4-((1-(3-(difluoromethyl)-2-fluorophenyl)ethyl)amino)-1-methyl-6-(1-methylpiperidin-4-yl)pyrido[3,4-d]pyridazin-7(6H)-one FC(C=1C(=C(C=CC1)[C@@H](C)NC1=NN=C(C=2C1=CN(C(C2)=O)C2CCN(CC2)C)C)F)F